3-(5-(4-fluorophenyl)-1H-indol-3-yl)-1-methyl-1H-pyrrolo[2,3-c]pyridin-7-ol FC1=CC=C(C=C1)C=1C=C2C(=CNC2=CC1)C1=CN(C2=C(N=CC=C21)O)C